tert-butyl (S)-2-methyl-2-(1-(((trifluoromethyl)sulfonyl) oxy)vinyl)pyrrolidine-1-carboxylate C[C@@]1(N(CCC1)C(=O)OC(C)(C)C)C(=C)OS(=O)(=O)C(F)(F)F